CNC1=NC=C(C2=CC=NC=C12)C(=O)NC1C(CCCC1)=O 1-(methylamino)-N-(2-oxocyclohexyl)-2,7-naphthyridine-4-carboxamide